CN(C)CC1CN(CCO1)C=1C=CC(=NC1)N 5-(2-((dimethylamino)methyl)(N-morpholinyl))pyridin-2-amine